FC1=C(C(=CC=C1)C)N1CCC(CC1)N1C(N(C=2C(C1)=NN(N2)C)CC2=C(C=CC=C2)C(F)(F)F)=O 6-[1-(2-fluoro-6-methyl-phenyl)-piperidin-4-yl]-2-methyl-4-(2-trifluoromethyl-benzyl)-2,4,6,7-tetrahydro-[1,2,3]triazolo[4,5-d]pyrimidin-5-one